C1(=CC=CC=C1)N(NC)C phenyl-dimethylhydrazine